m-methylphenoxyisopentyloxyphosphine bromide [Br-].CC=1C=C(OPOCCC(C)C)C=CC1